N-(4-(2-isopropoxypropan-2-yl)thiazol-2-yl)-1-((1-methyl-5-oxopyrrolidin-3-yl)methyl)-1H-pyrrole-2-carboxamide C(C)(C)OC(C)(C)C=1N=C(SC1)NC(=O)C=1N(C=CC1)CC1CN(C(C1)=O)C